(1R*,2S*,3R*,5S*)-3-((5-chloro-4-(4-fluoro-2-(2-hydroxypropan-2-yl)-1-isopropyl-1H-benzo[d]imidazol-6-yl)pyrimidin-2-yl)amino)-8-oxabicyclo[3.2.1]octan-2-ol ClC=1C(=NC(=NC1)N[C@H]1[C@@H]([C@H]2CC[C@@H](C1)O2)O)C=2C=C(C1=C(N(C(=N1)C(C)(C)O)C(C)C)C2)F |o1:8,9,10,13|